2-acetyl-3,5-dihydroxy-6-methyl-4-{[5,7-dihydroxy-2,2-dimethyl-8-(1-oxo-3-phenylprop-2-enyl)-2H-chromen-6-yl]methyl}phenolate C(C)(=O)C1=C(C(=C(C(=C1O)CC=1C(=C2C=CC(OC2=C(C1O)C(C=CC1=CC=CC=C1)=O)(C)C)O)O)C)[O-]